5,5,6,6,7,7,8,8,8-nonafluorooctane-2,4-dione silver (I) [Ag+].FC(C(CC(C)=O)=O)(C(C(C(F)(F)F)(F)F)(F)F)F